(1aR,5aR)-2-(2,4-Difluoro-phenyl)-1a,2,5,5a-tetrahydro-1H-2,3-diaza-cyclopropa[a]pentalene-4-carboxylic acid (4-phenyl-thiazol-2-yl)-amide C1(=CC=CC=C1)C=1N=C(SC1)NC(=O)C=1C=2C[C@@H]3[C@H](C2N(N1)C1=C(C=C(C=C1)F)F)C3